3,5-Di-tert-butyl-4-hydroxybenzoic acid, (2,4-Di-tert-butylphenyl) ester C(C)(C)(C)C=1C=C(C(=O)OC2=C(C=C(C=C2)C(C)(C)C)C(C)(C)C)C=C(C1O)C(C)(C)C